N-(6-((1H-pyrazol-1-yl)methyl)-5-fluoro-4-methoxybenzo[d]isoxazol-3-yl)-6-methoxy-2H-spiro[benzofuran-3,1'-cyclopropane]-7-sulfonamide N1(N=CC=C1)CC1=CC2=C(C(=NO2)NS(=O)(=O)C2=C(C=CC3=C2OCC32CC2)OC)C(=C1F)OC